C(CCCCCCCCCCC)C1=C(SC=C1)C1=CC=C(S1)C=1SC(=CC1)C=1SC=CC1CCCCCCCCCCCC 5,5'-bis(3-dodecyl-2-thienyl)-2,2'-bithiophene